O1C(COCC1)C1=CC=C(C=C1)CO [4-(1,4-dioxane-2-yl)phenyl]Methanol